(2S,4S)-4-azidopyrrolidine-1,2-dicarboxylic acid 1-(tert-butyl) ester C(C)(C)(C)OC(=O)N1[C@@H](C[C@@H](C1)N=[N+]=[N-])C(=O)O